lead lead [Pb].[Pb]